OC1=C2C=C(NC2=CC=C1)C=O (4-hydroxy-indol-2-yl)methanone